C(#N)NC(=O)C=1C=C(C=CC1F)NC(C1=C(C=C(C=C1)C(F)(F)F)OC1=C(C=C(C=C1)F)C)=O N-(3-(cyanocarbamoyl)-4-fluorophenyl)-2-(4-fluoro-2-methylphenoxy)-4-(trifluoromethyl)benzamide